C(C)OC(C(C(C)=O)=O)=O ethyl-2,3-dioxobutyrate